(R)-1-(2-(3-chloro-5-(2-methyl-2H-tetrazol-5-yl)phenyl)piperazin-1-yl)ethan ClC=1C=C(C=C(C1)C=1N=NN(N1)C)[C@H]1N(CCNC1)CC